Br[Si](N(C)C)(N(C)C)N(C)C N-[bromo-bis(dimethylamino)silyl]-N-methylmethanamine